C12C(C(C(OC1)C2)C(=O)OC)C(=O)OC oxabicyclo[2.2.1]heptane-2,3-dicarboxylic acid, 2,3-dimethyl ester